C(C)(=O)NC1=CC(=C(C=C1)S(=O)(=O)C1(CCC1)C(=O)OC)F methyl 1-((4-acetamido-2-fluorophenyl)sulfonyl)cyclobutane-1-carboxylate